2,4-dichloro-trifluorotoluene ClC1=C(C(F)(F)F)C=CC(=C1)Cl